tert-butyl (3S)-3-[[(2S)-2-cyclopentyl-2-(methylamino)acetyl]-methyl-amino]-4-(dimethylamino)-4-oxo-butanoate C1(CCCC1)[C@@H](C(=O)N([C@@H](CC(=O)OC(C)(C)C)C(=O)N(C)C)C)NC